7-bromo-1,2-dihydro-4H-benzo[d][1,3]oxazin-4-one BrC=1C=CC2=C(NCOC2=O)C1